ethyl 3-oxo-2-(thiazol-2-yldiazenyl)butanoate O=C(C(C(=O)OCC)N=NC=1SC=CN1)C